[1,3-bis-(2,4,6-trimethylphenyl)-2-imidazolidinylidene]dichloro(3-methyl-2-butenylidene)(tricyclohexylphosphine) Ruthenium(II) [Ru+2].CC1=C(C(=CC(=C1)C)C)N1C(N(CC1)C1=C(C=C(C=C1C)C)C)=C1C(C(C(CC1)(P(C1CCCCC1)C1CCCCC1)Cl)=CC=C(C)C)Cl